4-(trifluoromethyl)cyclohexanemethanol FC(C1CCC(CC1)CO)(F)F